(1,3-dimethyl-3-piperidyl)methanol CN1CC(CCC1)(C)CO